The molecule is a member of the class of quinazolines that is 7-methoxyquinazoline-4,6-diamine in which the amino group at position 4 is substituted by a 3-chloro-4-fluorophenyl group and the amino group at position 6 is substituted by an (E)-4-(piperidin-1-yl)but-2-enoyl group. It has a role as an epidermal growth factor receptor antagonist and an antineoplastic agent. It is a member of quinazolines, a member of piperidines, an enamide, a member of monochlorobenzenes, a member of monofluorobenzenes, a tertiary amino compound, a secondary amino compound and a secondary carboxamide. COC1=C(C=C2C(=C1)N=CN=C2NC3=CC(=C(C=C3)F)Cl)NC(=O)/C=C/CN4CCCCC4